C(C)OC(CC1=NC(=NC=C1C(=O)OCC)SC)=O ethyl 4-(2-ethoxy-2-oxoethyl)-2-(methylsulfanyl)pyrimidine-5-carboxylate